C(CCCCCCCCCCCCC=CCCCCCCCC)(=O)NCCS(=O)(=O)O N-(14-tricosenoyl)taurine